rac-6-methyl-1,4-oxazepane hydrochloride Cl.C[C@@H]1CNCCOC1 |r|